BrC=1N(C(=C(N1)Br)C(=O)NC1=CC(=C(C=C1)F)Cl)C 2,4-dibromo-N-(3-chloro-4-fluorophenyl)-1-methyl-1H-imidazole-5-carboxamide